C(C)(=O)C#CC1=NC(=CC(=C1)C(=O)O)C(C)=O 2,6-diacetylethynyl-pyridine-4-carboxylic acid